[(Z)-[amino(cyclopropyl)methylene]amino] 4-[(1S)-1-[(7-fluoro-2-methyl-quinazolin-4-yl)amino]ethyl]benzoate FC1=CC=C2C(=NC(=NC2=C1)C)N[C@@H](C)C1=CC=C(C(=O)O\N=C(\C2CC2)/N)C=C1